O=S1(CCN(CC1)CCCNC(=O)C1=CC2=C(N3C(S2)=NC(=C3)C=3C=C(C=CC3)C)C=C1)=O N-(3-(1,1-dioxidothiomorpholino)propyl)-2-(m-tolyl)benzo[d]imidazo[2,1-b]thiazole-7-carboxamide